2-(6-{5-chloro-2-[(oxan-4-yl)amino]pyrimidin-4-yl}-1-oxo-2,3-dihydro-1H-isoindol-2-yl)-N-[(1S,2S)-2-hydroxy-1-[3-(trifluoromethyl)phenyl]propyl]acetamide ClC=1C(=NC(=NC1)NC1CCOCC1)C1=CC=C2CN(C(C2=C1)=O)CC(=O)N[C@H]([C@H](C)O)C1=CC(=CC=C1)C(F)(F)F